N-(1-(2-((S)-2-amino-2-(4,4-difluorocyclohexyl)acetamido)pyridin-4-yl)-3,3,3-trifluoropropyl)-4,4,4-trifluorobutanamide N[C@H](C(=O)NC1=NC=CC(=C1)C(CC(F)(F)F)NC(CCC(F)(F)F)=O)C1CCC(CC1)(F)F